BrC1=C(C=C(C(=O)N2CC=3N(CC2)C(N(C3C(=O)NCC3=CC=C(C=C3)OC)CCC3=CC=CC=C3)=O)C=C1)Cl 7-(4-bromo-3-chlorobenzoyl)-N-[(4-methoxyphenyl)methyl]-3-oxo-2-(2-phenylethyl)-5H,6H,8H-imidazo[1,5-a]pyrazine-1-carboxamide